(R)-5-((5-bromo-2-nitrophenyl) amino)-4-methylpentylmethylsulfonate BrC=1C=CC(=C(C1)NC[C@@H](CCCCS(=O)(=O)[O-])C)[N+](=O)[O-]